6-amino-1-[(2-fluoro-5-methylphenyl)methyl]-3,4-dihydroquinolin-2-one NC=1C=C2CCC(N(C2=CC1)CC1=C(C=CC(=C1)C)F)=O